N-[(1S)-4,4-difluoro-1-[2-(methylamino)-2-oxo-acetyl]pentyl]-5-fluoro-2-[[1-(trifluoromethyl)cyclopropanecarbonyl]amino]benzamide FC(CC[C@@H](C(C(=O)NC)=O)NC(C1=C(C=CC(=C1)F)NC(=O)C1(CC1)C(F)(F)F)=O)(C)F